CC1=CC=C(C=C1)OO[SH4]N1C=C(C=2C1=NC=C(C2)C2=CC=C(C=C2)N2CCN(CC2)C)C2=CC=NC=C2 1-[(4-Methylphenyl)dioxy-lambda6-thio]-5-[4-(4-methylpiperazin-1-yl)phenyl]-3-(pyridin-4-yl)pyrrolo[2,3-b]pyridine